6-(4-(((2-(2,6-dioxopiperidin-3-yl)-6-fluoro-1,3-dioxoisoindolin-5-yl)methyl)(methyl)amino)piperidin-1-yl)-2-(4-phenoxyphenyl)nicotinamide O=C1NC(CCC1N1C(C2=CC(=C(C=C2C1=O)CN(C1CCN(CC1)C1=NC(=C(C(=O)N)C=C1)C1=CC=C(C=C1)OC1=CC=CC=C1)C)F)=O)=O